2-[(2S)-1-(5-{5-[5-fluoro-6-(2-methoxyethoxy)-1H-indazol-3-yl]-1,2-oxazol-3-yl}pyridine-2-carbonyl)pyrrolidin-2-yl]propan-2-ol FC=1C=C2C(=NNC2=CC1OCCOC)C1=CC(=NO1)C=1C=CC(=NC1)C(=O)N1[C@@H](CCC1)C(C)(C)O